C1CCC2=C(C=CC=C12)N1N=NC(=C1)CNC 1-(1-(2,3-dihydro-1H-inden-4-yl)-1H-1,2,3-triazol-4-yl)-N-methylmethanamine